CC1=C(C=CC(=C1)C)C=1C=NC=2CCN(CC2C1)C1=NC=2N(C=C1C)C(NN2)=O 7-(3-(2,4-dimethylphenyl)-7,8-dihydro-1,6-naphthyridin-6(5H)-yl)-6-methyl-[1,2,4]triazolo[4,3-a]pyrimidin-3(2H)-one